ditertbutyl sulfide C(C)(C)(C)SC(C)(C)C